C[Si](OC1=CC(=CC(=C1)O[Si](C)(C)C)O[Si](C)(C)C)(C)C 1,3,5-Tris(trimethylsiloxy)benzene